C[C@H]1[C@@H]([C@H](NC1=O)C1=CC=CC=C1)NC(=O)C1CC1 |r| N-(rac-(2R,3S,4S)-4-methyl-5-oxo-2-phenylpyrrolidin-3-yl)cyclopropanecarboxamide